OCC(=O)N1CC=2N=C(N=C(C2C1)N1CCOCC1)N/N=C/C1=CC(=CC=C1)C 2-Hydroxy-1-[2-{(2E)-2-[(3-methylphenyl)methylidene]hydrazinyl}-4-(morpholin-4-yl)-5,7-dihydro-6H-pyrrolo[3,4-d]pyrimidin-6-yl]ethan-1-one